4-(4-cyano-phenoxy)-2-methylphenylboronic acid diisobutyl ester C(C(C)C)OB(OCC(C)C)C1=C(C=C(C=C1)OC1=CC=C(C=C1)C#N)C